7-bromo-3-methyl-2,3-dihydrobenzofuran-3-carboxylic acid BrC1=CC=CC=2C(COC21)(C(=O)O)C